ClC=1N=C(C2=C(N1)N=CC=C2)C2=C(C=C(C=C2)Cl)F 2-chloro-4-(4-chloro-2-fluorophenyl)pyrido[2,3-d]pyrimidine